[Si](C)(C)(C(C)(C)C)OC[C@H]1NCCCC1 (2S)-2-[[(tert-butyldimethylsilyl)oxy]methyl]piperidine